C(C1=CC=CC=C1)(=O)C1=C(C=CC=C1)NC([C@H](CC1=CNC2=CC=CC=C12)NC(OC(C)(C)C)=O)C#N tert-butyl ((2S)-1-((2-benzoylphenyl)amino)-1-cyano-3-(1H-indol-3-yl)propan-2-yl)carbamate